NC1=NC=CC=C1C1=NC=2C(=NC(=C(C2)C)C)N1C1=CC=C(C=C1)CO (4-(2-(2-Aminopyridin-3-yl)-5,6-dimethyl-3H-imidazo[4,5-b]pyridin-3-yl)phenyl)methanol